6-(4-(2-((1r,4r)-4-aminocyclohexanecarboxamido)ethoxy)phenyl)-N-(2-((S)-2-cyano-4,4-difluoropyrrolidin-1-yl)-2-oxoethyl)quinoline-4-carboxamide NC1CCC(CC1)C(=O)NCCOC1=CC=C(C=C1)C=1C=C2C(=CC=NC2=CC1)C(=O)NCC(=O)N1[C@@H](CC(C1)(F)F)C#N